ClC1=CC=C(C=C1)C(N1C[C@@H](N(C[C@H]1C)C=1C=2N=CN(C2N2C(N1)=NN=C2)C(C)N(C)C)C)C2=CC=C(C=C2)Cl (4-((2S,5R)-4-(Bis(4-chlorophenyl)methyl)-2,5-dimethylpiperazin-1-yl)-1H-[1,2,4]triazolo[3,4-b]purin-1-yl)-N,N-dimethylethan-1-amine